N-[(4-hydroxy-1-{[6-(2-methylphenoxy)-3-pyridinyl]methyl}-2-oxo-1,2,5,6-tetrahydro-3-pyridinyl)carbonyl]glycine OC1=C(C(N(CC1)CC=1C=NC(=CC1)OC1=C(C=CC=C1)C)=O)C(=O)NCC(=O)O